CN1N=C(C2=CC(=C(C=C12)C1=CC(=NC=C1)C)[N+](=O)[O-])C 1,3-Dimethyl-6-(2-methyl-4-pyridinyl)-5-nitro-indazole